FC1CC(N(C1)C(CCC=1C=NNC1)=O)C(=O)NC(C1=CC=C(C=C1)C(C)C)C1=CC=CC=C1 4-fluoro-N-{phenyl-[4-(prop-2-yl)phenyl]methyl}-1-[3-(1H-pyrazol-4-yl)propionyl]pyrrolidine-2-carboxamide